NC1=C2C(=NC=N1)N(N=C2C#CC2=CC(=CC(=C2)OC)OC)[C@@H]2CN(CC2)C(C=C)=O (S)-1-(3-(4-amino((3,5-dimethoxyphenyl)ethynyl)-1H-pyrazolo[3,4-d]pyrimidin-1-yl)pyrrolidin-1-yl)propen-1-one